Heptan-4-on CCCC(CCC)=O